BrC1=CC=2N(C3=CC(=CC=C3C2C=C1)Br)OCCCC 2,7-dibromo-9-butoxy-9H-carbazole